6-(1-methylpyrazol-4-yl)-4-[6-[3-[4-(2-trimethylsilylethynyl)phenoxy]azetidin-1-yl]-3-pyridinyl]pyrazolo[1,5-a]pyridine-3-carbonitrile CN1N=CC(=C1)C=1C=C(C=2N(C1)N=CC2C#N)C=2C=NC(=CC2)N2CC(C2)OC2=CC=C(C=C2)C#C[Si](C)(C)C